2-(methylamino)-N7-[cis-3-(trifluoromethoxy)cyclobutyl]pyrazolo[1,5-a]pyrimidine-3,7-dicarboxamide CNC1=NN2C(N=CC=C2C(=O)N[C@@H]2C[C@@H](C2)OC(F)(F)F)=C1C(=O)N